1-(8-((3-Chloro-2-fluoropyridin-4-yl)thio)-[1,2,4]triazolo[4,3-c]pyrimidin-5-yl)-4-methylpiperidin-4-amine ClC=1C(=NC=CC1SC=1C=2N(C(=NC1)N1CCC(CC1)(N)C)C=NN2)F